COC=1C(=NN(C1C(=O)OC)COCC[Si](C)(C)C)C(F)(F)F methyl 4-methoxy-3-(trifluoromethyl)-1-{[2-(trimethylsilyl)ethoxy]methyl}-1H-pyrazole-5-carboxylate